CN(C)CCOC(C(=C)C)=O 2-(N,N-dimethylamino)ethylmethacrylate